(S)-3-(pent-3-yl)-5-phenyl-7-(trifluoromethyl)-1H-benzo[e][1,4]diazepin-2(3H)-one CCC(CC)[C@@H]1N=C(C2=C(NC1=O)C=CC(=C2)C(F)(F)F)C2=CC=CC=C2